Tert-butyl N-[5-[[2-[(2S,5R)-2-[(R,3S)-3-hydroxycyclohexyl]-5-methyl-1-piperidyl]-2-oxo-acetyl]amino]-3-methyl-2-pyridyl]carbamate O[C@@H]1C[C@@H](CCC1)[C@H]1N(C[C@@H](CC1)C)C(C(=O)NC=1C=C(C(=NC1)NC(OC(C)(C)C)=O)C)=O